The molecule is a tetrahydroxyflavone that consists of isoorientin having a beta-glucosyl residue attached at position 2''. It has a role as a plant metabolite. It is a flavone C-glycoside, a tetrahydroxyflavone and a polyphenol. It derives from an isoorientin. C1=CC(=C(C=C1C2=CC(=O)C3=C(O2)C=C(C(=C3O)[C@H]4[C@@H]([C@H]([C@@H]([C@H](O4)CO)O)O)O[C@H]5[C@@H]([C@H]([C@@H]([C@H](O5)CO)O)O)O)O)O)O